6,7-Difluoroisoquinoline FC=1C=C2C=CN=CC2=CC1F